(2,2-difluoro-1-hydroxyethyl)pyrimidine-2,4(1h,3h)-dione FC(C(O)N1C(NC(C=C1)=O)=O)F